5-(6-Chloro-5-((1S,2R)-2-(2,2-difluoroethyl)cyclopropyl)pyridazin-3-yl)pyrimidine-2,4(1H,3H)-dione ClC1=C(C=C(N=N1)C=1C(NC(NC1)=O)=O)[C@@H]1[C@H](C1)CC(F)F